(S)-N-((R)-2-((tert-butyldimethylsilyl)oxy)-1-(3-(1,1-difluoroethyl)phenyl)ethyl)-2-methylpropan-2-sulfinamide [Si](C)(C)(C(C)(C)C)OC[C@@H](C1=CC(=CC=C1)C(C)(F)F)N[S@@](=O)C(C)(C)C